C(CCCCCCCCCCCCCCCCC)(=O)OCC(COC(CCCCCCCCCCCCCCCCC)=O)O 2-hydroxypropane-1,3-diyl distearate